FC1=C(C(=O)NC2=NSC3=C2C=C(C=C3)C(F)(F)F)C=CC=C1 2-Fluoro-N-(5-(trifluoromethyl)benzo[d]isothiazol-3-yl)benzamide